NC=1C=C(C=NC1SC1=C(C(=NC=C1)N)Cl)N1CCC2(CC1)[C@@H](C1=CC(=CC=C1C2)Cl)N (S)-1'-(5-amino-6-((2-amino-3-chloropyridin-4-yl)thio)pyridin-3-yl)-6-chloro-1,3-dihydrospiro[indene-2,4'-piperidin]-1-amine